The molecule is a member of the class of resorcinols that is resorcinol which is substituted by a (2E)-3,7-dimethylocta-2,6-dien-1-yl group at position 2 and by a pentyl group at position 5. It is a natural product found in Cannabis sativa and Helichrysum species. It has a role as an appetite enhancer, a plant metabolite, a cannabinoid receptor agonist, an anti-inflammatory agent, an antibacterial agent, a neuroprotective agent and an antioxidant. It is a phytocannabinoid and a member of resorcinols. CCCCCC1=CC(=C(C(=C1)O)C/C=C(\\C)/CCC=C(C)C)O